ClC1=C(N=C2N=C(N(C2=C1)COCC[Si](C)(C)C)O[C@H]1CN(CC1)C(C)=O)I 1-[(R)-3-(6-chloro-5-iodo-1-{[2-(trimethylsilyl)ethoxy]methyl}-1H-1,3,4-triazainden-2-yloxy)-1-pyrrolidinyl]-1-ethanone